C(C)C=1C(=C2C(=NC1C(F)(F)F)CCC2)NC(=O)N=S(=O)(N)C=2SC=C(C2)C(C)(C)O N'-((3-ethyl-2-(trifluoromethyl)-6,7-dihydro-5H-cyclopenta[b]pyridin-4-yl)carbamoyl)-4-(2-hydroxypropan-2-yl)thiophene-2-sulfonimidamide